(5-((2-(Nicotinamido)ethyl)amino)-5-oxopentyl)triphenylphosphonium chromium acetate salt C(C)(=O)[O-].[Cr].C(C1=CN=CC=C1)(=O)NCCNC(CCCC[P+](C1=CC=CC=C1)(C1=CC=CC=C1)C1=CC=CC=C1)=O